C(CCC)P(=CC#N)(CCCC)CCCC 2-(tributyl-phosphinidene)acetonitrile